C1=CC=C(C(=C1)O)O benzenediol